(-)-adrenaline CNC[C@@H](C1=CC(=C(C=C1)O)O)O